4-fluoro-2-(6-(((1r,2r,3s,5s)-2-fluoro-8-azabicyclo[3.2.1]oct-3-yl)oxy)pyridazin-3-yl)-5-(1,3,4-oxadiazol-2-yl)phenol FC1=CC(=C(C=C1C=1OC=NN1)O)C=1N=NC(=CC1)O[C@@H]1[C@@H]([C@H]2CC[C@@H](C1)N2)F